N-methyl-N-(4-sulfamoyl-benzyl)-pent-4-yn-amide CN(C(CCC#C)=O)CC1=CC=C(C=C1)S(N)(=O)=O